9-[5-(2,8-dimethylimidazo[1,2-a]pyridin-6-yl)-6-isopropyl-2-pyridyl]-4-oxa-1,9-diazaspiro[5.5]undecane CC=1N=C2N(C=C(C=C2C)C=2C=CC(=NC2C(C)C)N2CCC3(COCCN3)CC2)C1